[4-(2-aminoquinazolin-6-yl)-3,5-difluoropyridin-2-yl]-5-chloro-2-methoxypyridine-3-sulfonamide NC1=NC2=CC=C(C=C2C=N1)C1=C(C(=NC=C1F)C1=C(C(=NC=C1Cl)OC)S(=O)(=O)N)F